CN1N=C(C=C1)C=1OC=CN1 methyl-3-(oxazol-2-yl)-1H-pyrazol